OCC1CN(CCN1CC=1C=NC=2C(=C(C(NC2C1)=O)C(F)(F)F)C)C=1C=CC(=NC1)C(=O)NC 5-(3-(hydroxymethyl)-4-((8-methyl-6-oxo-7-(trifluoromethyl)-5,6-dihydro-1,5-naphthyridin-3-yl)methyl)piperazin-1-yl)-N-methylpicolinamide